3-(3,7-dimethyl-3H-[1,2,3]triazolo[4,5-b]pyridin-6-yl)propanoate CN1N=NC=2C1=NC=C(C2C)CCC(=O)[O-]